CN(S(=O)(=O)C)C=1C=C(C=CC1)B1OC(C)(C)C(C)(C)O1 (3-(N-methylmethylsulfonamido)phenyl)boronic acid pinacol ester